CN1CC2(CC(CO2)N(C([O-])=O)C=2N=CC3=C(C(=C(C=C3C2)C2=C(C3=C(OCCN3)N=C2)C)F)N)CC1 7-Methyl-1-oxa-7-azaspiro[4.4]nonan-3-yl(8-amino-7-fluoro-6-(8-methyl-2,3-dihydro-1H-pyrido[2,3-b][1,4]oxazin-7-yl)isoquinolin-3-yl)carbamate